[(3S)-3-(5-fluoro-6-methyl-3-pyridyl)isoxazolidin-2-yl]-[1-[4-(2-methylimidazol-1-yl)pyrimidin-2-yl]-4-piperidyl]methanone FC=1C=C(C=NC1C)[C@H]1N(OCC1)C(=O)C1CCN(CC1)C1=NC=CC(=N1)N1C(=NC=C1)C